benzyl (2S)-2-(cyanomethyl)-4-[2-[[(2S)-4,4-difluoro-1-methyl-pyrrolidin-2-yl]methoxy]-8-fluoro-7-(8-methyl-1-naphthyl)pyrido[4,3-d]pyrimidin-4-yl]piperazine-1-carboxylate C(#N)C[C@@H]1N(CCN(C1)C=1C2=C(N=C(N1)OC[C@H]1N(CC(C1)(F)F)C)C(=C(N=C2)C2=CC=CC1=CC=CC(=C21)C)F)C(=O)OCC2=CC=CC=C2